F[C@H]1C[C@H](N(C1)C(CN1C[C@@H](CC1)NC1=C2C=CC=NC2=CC(=C1)OC)=O)C#N (2S,4S)-4-fluoro-1-[2-[(3R)-3-[(7-methoxy-5-quinolinyl)amino]pyrrolidin-1-yl]acetyl]pyrrolidine-2-carbonitrile